COC=1C=CC2=C(N=C(NC2=O)C)N1 7-methoxy-2-methylpyrido[2,3-d]pyrimidin-4(3H)-one